tert-butyl (S)-4-(4-bromo-7-(((S)-1-methylpyrrolidin-2-yl)methoxy)-2,3-dihydrofuro[2,3-f]quinazolin-9-yl)-2-(cyanomethyl)piperazine-1-carboxylate BrC1=C2C(=C3C(=NC(=NC3=C1)OC[C@H]1N(CCC1)C)N1C[C@@H](N(CC1)C(=O)OC(C)(C)C)CC#N)OCC2